ClC1=CC=C2C(=CC=NC2=C1)N[C@H](C(=O)N[C@@H](CC1=CN=C[NH2+]1)C=O)CC(C)C 5-((S)-2-((S)-2-((7-chloroquinolin-4-yl)amino)-4-methylpentanamido)-3-oxopropyl)-1H-imidazol-1-ium